Perfluorononenoxybenzenesulfonyl-diethylenetriamine FC(N(S(=O)(=O)C1=C(C(=C(C(=C1F)F)F)F)F)OC(=C(C(C(C(C(C(C(C(F)(F)F)(F)F)(F)F)(F)F)(F)F)(F)F)(F)F)F)F)(C(N(C(C(N(F)F)(F)F)(F)F)F)(F)F)F